aminopyrazolo[1,5-a]pyrimidine-3-carboxylic acid ethyl ester C(C)OC(=O)C=1C(=NN2C1N=CC=C2)N